BrC=1C=C(C=CC1)C1=CC=C(C2=CC=CC=C12)C1=CC=CC=C1 1-(3-bromophenyl)-4-phenylnaphthalene